N-(cyano(isoquinolin-4-yl)methyl)-6,6-dimethyl-3-azabicyclo[3.1.0]hexane-2-carboxamide C(#N)C(NC(=O)C1C2C(C2CN1)(C)C)C1=CN=CC2=CC=CC=C12